ClC=1C=C(C=C(C1OC1=NNC(C(=C1)C1CCCC1)=O)Cl)N1N=C(C(NC1=O)=O)C(=O)OC methyl 2-(3,5-dichloro-4-((5-cyclopentyl-6-oxo-1,6-dihydropyridazin-3-yl) oxy) phenyl)-3,5-dioxo-2,3,4,5-tetrahydro-1,2,4-triazine-6-carboxylate